(7-amino-4-(1-ethyl-1H-pyrazol-5-yl)-2-((6-methylpyridin-2-yl)methyl)-2H-pyrazolo[3,4-c]pyridin-5-yl)benzonitrile NC1=NC(=C(C=2C1=NN(C2)CC2=NC(=CC=C2)C)C2=CC=NN2CC)C2=C(C#N)C=CC=C2